O=C1N(CCC(N1)=O)C1=NOC2=C1C=C(C=C2)CN2[C@@H](CN(CC2)C(=O)OC(C)(C)C)C tert-butyl (R)-4-((3-(2,4-dioxotetrahydropyrimidin-1(2H)-yl)benzo[d]isoxazol-5-yl)methyl)-3-methylpiperazine-1-carboxylate